6-methoxy-6-methyl-6,7-dihydro-5H-pyrazolo[5,1-b][1,3]oxazine-3-sulfonimidamide COC1(CN2C(OC1)=C(C=N2)S(=O)(N)=N)C